2-ethyl-3,5,6-trimethyl-pyrazine C(C)C1=NC(=C(N=C1C)C)C